FC(C(=O)[O-])(F)F.C[NH+](CCC)C N,N-di-methyl-1-propanaminium trifluoroacetate